C1(=CC=CC=C1)P(C(C1=C(C=C(C=C1C)C)C)=O)(C(C1=C(C=C(C=C1C)C)C)=O)=O.[Li] lithium phenyl-bis(2,4,6-trimethylbenzoyl)phosphorus oxide